CC1(OCC(O1)C(OCCCN(CC)CC)C1OC(OC1)(C)C)C 3-(bis(2,2-dimethyl-1,3-dioxolan-4-yl)methoxy)-N,N-diethylpropan-1-amine